C(C=C)(=O)N1C[C@@H](CCC1)C1=C2C(=C(NC2=C(C(=C1F)F)C(=O)N)C)Cl (S)-4-(1-acryloylpiperidin-3-yl)-3-chloro-5,6-difluoro-2-methyl-1H-indole-7-carboxamide